2-[2-[(1S)-1-methoxyethyl]pyridin-3-yl]-5-(1,3-oxazol-4-yl)-1-(2,2,2-trifluoroethyl)indole CO[C@@H](C)C1=NC=CC=C1C=1N(C2=CC=C(C=C2C1)C=1N=COC1)CC(F)(F)F